3-chloro-6-[[5-(3,5-dichlorophenyl)-5-(trifluoromethyl)-4H-isoxazol-3-yl]amino]pyridine-2-carboxylic acid ClC=1C(=NC(=CC1)NC1=NOC(C1)(C(F)(F)F)C1=CC(=CC(=C1)Cl)Cl)C(=O)O